F[C@H]1CN(C[C@@H](C1)NC1=NN=C(C2=CC=CC=C12)C1=CC=C(C=C1)OC)C(=O)OC(C)(C)C tert-butyl (3R,5R)-3-fluoro-5-((4-(4-methoxyphenyl)phthalazin-1-yl)amino)piperidine-1-carboxylate